tert-butyl 1-(2-amino-2-oxoethyl)-3-azabicyclo[3.2.1]octane-3-carboxylate NC(CC12CN(CC(CC1)C2)C(=O)OC(C)(C)C)=O